3',4'-diamino-6-fluoro-[1,1'-biphenyl] NC=1C=C(C=CC1N)C1=CC=CC=C1F